C(#N)C[C@H](C1=CSC=C1)N[S@](=O)C(C)(C)C (R)-N-((R)-2-cyano-1-(thiophen-3-yl)ethyl)-2-methylpropane-2-sulfinamide